C(C)(C)(C)OC(=O)NC1CN(CC12C(CCO2)C)C(=O)OCC2=CC=CC=C2 benzyl 9-[(tert-butoxycarbonyl) amino]-4-methyl-1-oxa-7-azaspiro[4.4]nonane-7-carboxylate